7-fluoro-3-(1-methyl-1H-4-pyrazolyl)quinoline FC1=CC=C2C=C(C=NC2=C1)C=1C=NN(C1)C